C(C)OC(CC=1OC(=NN1)C1=CC=CC=C1)=O 5-phenyl-1,3,4-oxadiazole-2-acetic acid ethyl ester